fluoro-2-methoxy-[1,1'-biphenyl] FC=1C(=C(C=CC1)C1=CC=CC=C1)OC